[Cl-].C[NH+]1CCOCC1 4-methylmorpholinium chloride